3-(cyclohexylmethoxy)butanoic acid C1(CCCCC1)COC(CC(=O)O)C